C1(=CC=CC=C1)C(CC)N 1-phenylpropane-1-Amine